3-(((3r,4s)-4-(4-chlorophenoxy)-3-hydroxy-3-(hydroxymethyl)pyrrolidin-1-yl)sulfonyl)-pyridine-2-carbonitrile ClC1=CC=C(O[C@@H]2[C@@](CN(C2)S(=O)(=O)C=2C(=NC=CC2)C#N)(CO)O)C=C1